C(C)(=O)OC1=C2C(=CNC2=CC=C1)C(C([2H])([2H])N(C([2H])([2H])[2H])C([2H])([2H])[2H])([2H])[2H] 3-(2-(di(methyl-d3) amino) ethyl-1,1,2,2-d4)-1H-indol-4-yl acetate